3-vinylphenyl-oxirane C(=C)C=1C=C(C=CC1)C1OC1